C[As](C)C The molecule is an arsine that is arsane in which each of the hydrogens is substituted by a methyl group. It derives from a hydride of an arsane.